3-(trimethyl silyl)propyl vinyl carbonate C(OCCC[Si](C)(C)C)(OC=C)=O